(1S,2S)-2-((6-(4-((((R)-1-(2-Methoxyphenyl)ethoxy)carbonyl)amino)-3-methylisoxazol-5-yl)pyridin-3-yl)carbamoyl)cyclohexan COC1=C(C=CC=C1)[C@H](C)OC(=O)NC=1C(=NOC1C1=CC=C(C=N1)NC(=O)C1CCCCC1)C